3-chloro-5-(2-methyl-2H-tetrazole-5-yl)pyrimidine-4-amine ClN1CN=CC(=C1N)C=1N=NN(N1)C